methyl-sulfurane C[SH3]